4-fluoro-1-(5-((4-fluorobenzyl)oxy)pyrimidin-2-yl)piperidine-4-carboxylic acid FC1(CCN(CC1)C1=NC=C(C=N1)OCC1=CC=C(C=C1)F)C(=O)O